(2S,3S)-2-({[(benzyloxy)carbonyl]amino}methyl)-3-methylpentanoic acid C(C1=CC=CC=C1)OC(=O)NC[C@@H](C(=O)O)[C@H](CC)C